C(C)(C)(C)OC(N[C@@H](CC=C)C1=CC(=CC=C1)B1OC(CO1)(C)C)=O N-[(1S)-1-[3-(5,5-dimethyl-1,3,2-dioxaborolan-2-yl)phenyl]But-3-en-1-yl]Carbamic acid tert-butyl ester